γ-methacryloyloxypropyl-methyldimethoxysilane C(C(=C)C)(=O)OCCC[Si](OC)(OC)C